NC1=C2C(=NC=N1)N(N=C2C2=CC=C(C=C2)OC2=CC=CC=C2)C2CCN(CC2)CC=2C=C1CN(C(C1=CC2)=O)[C@@H]2C(NC(CC2)=O)=O (S)-3-(5-((4-(4-amino-3-(4-phenoxyphenyl)-1H-pyrazolo[3,4-d]pyrimidin-1-yl)piperidine-1-yl)methyl)-1-oxoisoindolin-2-yl)piperidine-2,6-dione